(1-(4-((4,4-difluorocyclohexyl)amino)-1-methyl-1H-imidazo[4,5-c]pyridin-6-yl)-1H-pyrazol-3-yl)methanol FC1(CCC(CC1)NC1=NC(=CC2=C1N=CN2C)N2N=C(C=C2)CO)F